2-(2-((5-(3-(aminomethyl)phenyl)-7-(piperazin-1-ylmethyl)benzofuran-3-yl)methoxy)phenyl)acetic acid NCC=1C=C(C=CC1)C=1C=C(C2=C(C(=CO2)COC2=C(C=CC=C2)CC(=O)O)C1)CN1CCNCC1